6,7-dihydroxy-N-[2-(4-methoxyphenyl)ethyl]-1,2,3,4-tetrahydroisoquinoline-2-carbothioamide OC=1C=C2CCN(CC2=CC1O)C(NCCC1=CC=C(C=C1)OC)=S